N1=CN=CC2=C1N(C=C2)CN2C(OC1(C2)C[C@H](CCC1)C)=O (7S)-((7H-pyrrolo[2,3-d]pyrimidin-7-yl)methyl)-7-methyl-1-oxa-3-azaspiro[4.5]decan-2-one